[(2,2-Dimethylpropanoyl)oxy]methyl (3R)-3-{[5-(2-chloro-5-cyanophenyl)-1-trityl-1H-indazol-3-yl]carbamoyl}-piperidine-1-carboxylate ClC1=C(C=C(C=C1)C#N)C=1C=C2C(=NN(C2=CC1)C(C1=CC=CC=C1)(C1=CC=CC=C1)C1=CC=CC=C1)NC(=O)[C@H]1CN(CCC1)C(=O)OCOC(C(C)(C)C)=O